2-(methylsulfanyl)-N6-(isopentenyl)adenine CSC1=NC(=C2NC=NC2=N1)NCCC(=C)C